C=C1COCC1 3-methylenedihydrofuran